1-Azido-9-(2-methylthio-4-pyridyl)-3,6,9-trioxanonane N(=[N+]=[N-])CCOCCOCCOC1=CC(=NC=C1)SC